3-(1-hydroxyethyl)azetidin-3-ol hydrochloride Cl.OC(C)C1(CNC1)O